C(C)(C)(C)N1C=C(C2=CC=CC=C12)B1OC(C(O1)(C)C)(C)C tert-butyl-3-(4,4,5,5-tetramethyl-1,3,2-dioxaborolan-2-yl)-1H-indole